C(C)(C)(C)OC(=O)N1C[C@@H](CCC1)NC1=NC=CC(=N1)C1=C(N=C(S1)C)OC1=C(C=C(C2=CC=CC=C12)N)C.N1=C(C=CC=C1)C=1SC=CN1 2-(pyridin-2-yl)thiazole tert-butyl-(3R)-3-[[4-[4-[(4-amino-2-methyl-1-naphthyl)oxy]-2-methyl-thiazol-5-yl]pyrimidin-2-yl]amino]piperidine-1-carboxylate